methyl 4-bromo-2-carbamoyl-5-methylbenzofuran-6-carboxylate BrC1=C(C(=CC2=C1C=C(O2)C(N)=O)C(=O)OC)C